CC1=C(C(=NC(=C1F)O[C@@H]1CN(CC1)C(=O)OC(C)(C)C)C(=O)O[C@](CCl)(C1=CC(=C(C=C1)F)F)CC)N=CN(C)C (S)-ethyl-2-chloro-1-(3,4-difluorophenyl)ethanol methyl-(S)-6-((1-(tert-butoxycarbonyl)pyrrolidin-3-yl)oxy)-3-(((dimethylamino)methylene)amino)-5-fluoropicolinate